hexylcyclohexanecarboxylic acid C(CCCCC)C1(CCCCC1)C(=O)O